N[C@H](C(=O)NC1=NC=CC(=C1)CC=1C(NC(C1)C(F)(F)F)=O)C1CCC(CC1)(F)F (2S)-2-amino-2-(4,4-difluorocyclohexyl)-N-(4-((2-oxo-5-(trifluoromethyl)-2,5-dihydro-1H-pyrrol-3-yl)methyl)-pyridin-2-yl)acetamide